4-methyl-5-vinyl-pyridine-2-carbonitrile CC1=CC(=NC=C1C=C)C#N